C(=O)(O)C(C(C)C1=C(C(=O)O)C=CC=N1)C 2-(3-carboxy-2-butyl)nicotinic acid